CN(C=1C=C(C=CC1)PC1=C(C(=CC=C1)OC)C1=C(C=CC=C1OC)PC1=CC(=CC=C1)N(C)C)C (R)-2,2'-bis(dl-m-dimethylaminophenylphosphino)-6,6'-dimethoxy-1,1'-biphenyl